Cyclobutylmethyl (2-((S)-1-(2,3-difluorobenzyl)-5-oxopyrrolidin-2-yl)acetyl)-L-valinate FC1=C(CN2[C@@H](CCC2=O)CC(=O)N[C@@H](C(C)C)C(=O)OCC2CCC2)C=CC=C1F